O=C1NC[C@H]2CN(CC[C@H]21)C(=O)[O-] (cis)-1-oxooctahydro-5H-pyrrolo[3,4-c]pyridine-5-carboxylate